(6-(3-isopropyl-5-(1-((5-methylpyrazin-2-yl)methyl)piperidin-4-yl)-1H-indol-2-yl)-[1,2,4]triazolo[1,5-a]pyridin-8-yl)methanol C(C)(C)C1=C(NC2=CC=C(C=C12)C1CCN(CC1)CC1=NC=C(N=C1)C)C=1C=C(C=2N(C1)N=CN2)CO